FC(C(=O)O)(F)F.O1CCC12CNC2 1-oxa-6-azaspiro[3.3]heptane trifluoroacetate